nonadecyl 3-iodovalerate IC(CC(=O)OCCCCCCCCCCCCCCCCCCC)CC